C1(CCCCC1)C(Cl)(PC1=CC(=CC=C1)OC)C1CCCCC1 dicyclohexyl-(3-methoxyphenyl)chloromethylphosphine